ClC1=C(C(=O)C2=CNC=3N=CN=C(C32)NC3CCN(CC3)C(CCCCCC#CC3=C2C(N(C(C2=CC=C3)=O)C3C(NC(CC3)=O)=O)=O)=O)C=CC(=C1)OC1=CC=CC=C1 4-(8-(4-((5-(2-chloro-4-phenoxybenzoyl)-7H-pyrrolo[2,3-d]pyrimidin-4-yl)amino)piperidin-1-yl)-8-oxooct-1-yn-1-yl)-2-(2,6-dioxopiperidin-3-yl)isoindoline-1,3-dione